(1,3-dichloro-9,9-dimethylacridan-2-one-7-yl) beta-D-galactopyranoside O([C@H]1[C@H](O)[C@@H](O)[C@@H](O)[C@H](O1)CO)C1=CC=C2NC=3C=C(C(C(C3C(C2=C1)(C)C)Cl)=O)Cl